BrC(CO)Br 2,2-dibromoethanol